4,5-diphenyl-4,5-dihydro-oxazole C1(=CC=CC=C1)C1N=COC1C1=CC=CC=C1